4-[(2-carboxyethylsulfanylthiocarbonyl)sulfanyl]-4-cyanovaleric acid C(=O)(O)CCSC(=S)SC(CCC(=O)O)(C)C#N